(R)-(1-methyl-3-azetidinyl)(6-(2-methyl-2H-pyrazolo[3,4-b]pyridin-5-yl)thieno[2,3-b]pyridin-2-yl)methanol CN1CC(C1)[C@@H](O)C1=CC=2C(=NC(=CC2)C2=CC=3C(N=C2)=NN(C3)C)S1